2-ethyl-3-(methylthio)pyrazine (S)-quinuclidin-3-yl-(5-(3-chlorophenyl)-3,3-dimethyl-2,3-dihydro-1H-inden-1-yl)carbamat N12CC(C(CC1)CC2)N(C(O)=O)[C@H]2CC(C1=CC(=CC=C21)C2=CC(=CC=C2)Cl)(C)C.C(C)C2=NC=CN=C2SC